C(=C)(C)C=CC(C)=C isopropenyl-isoprene